N1CC(CC1)OC(=O)N1C=CC2=C1N=CN=C2N(C)[C@H]2CN(CC[C@H]2C)C(CC#N)=O 4-[[(3R,4R)-1-(2-cyanoacetyl)-4-methyl-3-piperidinyl]-methyl-amino]pyrrolo[2,3-d]pyrimidine-7-carboxylic acid pyrrolidin-3-yl ester